N,N-Dimethyl-3-(piperazin-1-yl)oxetane-3-carboxamide CN(C(=O)C1(COC1)N1CCNCC1)C